C/C/1=C\CCC(=C)[C@H]2CC([C@@H]2CC1)(C)C (-)-β-caryophyllene